(1-methallyl)ethylene glycol C(C(C)=C)C(CO)O